N[C@@H](C1CCN(CC1)C(=O)OC(C)(C)C)C1=NC=C(C=C1)Cl tert-butyl (S)-4-(amino(5-chloropyridin-2-yl)methyl)piperidine-1-carboxylate